N1=NN(C2=NC=CC=C21)C2=CC(=C(C(=O)N([C@H]1CNCCC1)C1=NC=CC3=CC(=CC=C13)C#N)C=C2)F (R)-4-(3H-[1,2,3]triazolo[4,5-b]pyridin-3-yl)-N-(6-cyanoisoquinolin-1-yl)-2-fluoro-N-(piperidin-3-yl)benzamide